3-[3-(4-Carboxyphenyl)-3-oxoprop-1-enyl]benzoic acid C(=O)(O)C1=CC=C(C=C1)C(C=CC=1C=C(C(=O)O)C=CC1)=O